CC(C(=O)O)=C METHYL-ACRYLIC ACID